N1=CN=CC2=C1C1=C(C=NC2)C2=C(S1)CNCC2 8,9,10,11-tetrahydro-5H-pyrido[4',3':4,5]thieno[3,2-c]pyrimido[4,5-e]azepin